4-(3-(cyclopropylmethoxy)-4-(difluoromethoxy)phenyl)-1-((2,4-difluorobenzyl)carbamoyl)pyrrolidine-2-carboxylic acid C1(CC1)COC=1C=C(C=CC1OC(F)F)C1CC(N(C1)C(NCC1=C(C=C(C=C1)F)F)=O)C(=O)O